tert-butyl-rel-(2R,3S)-3-(chloromethanesulfonamido)-3-(hydroxymethyl)-2-({[(CIS)-4-phenylcyclohexyl] oxy}methyl)piperidine-1-carboxylate C(C)(C)(C)OC(=O)N1[C@H]([C@@](CCC1)(CO)NS(=O)(=O)CCl)CO[C@@H]1CC[C@@H](CC1)C1=CC=CC=C1 |o1:8,9|